(2-amino-5-(benzyloxy)phenyl)dimethylphosphine oxide NC1=C(C=C(C=C1)OCC1=CC=CC=C1)P(C)(C)=O